4-methyl-3-(1-methyl-1H-indazol-5-yl)-N-(4-((4-methylpiperazin-1-yl)methyl)-3-(trifluoromethyl)phenyl)benzamide CC1=C(C=C(C(=O)NC2=CC(=C(C=C2)CN2CCN(CC2)C)C(F)(F)F)C=C1)C=1C=C2C=NN(C2=CC1)C